(Z)-6-chloro-3-((cyclopentylamino)methylene)-2-(4-hydroxyphenyl)-7-methylchroman-4-one ClC=1C=C2C(\C(\C(OC2=CC1C)C1=CC=C(C=C1)O)=C/NC1CCCC1)=O